N1=CC=C(C=C1)N1CCNC2=CC=CC=C12 1-(pyridin-4-yl)-1,2,3,4-tetrahydroquinoxaline